ClC1=CC=C2C(=CNC2=C1)CC=O 2-(6-chloro-1H-indol-3-yl)acetaldehyde